bis(methoxyethoxy)aluminum sodium [Na].COCCO[Al]OCCOC